CC1=CC=C(C=C1)S(=O)(=O)O.N1C[C@@H](CCC1)C1=CC=C(C=C1)N1N=C2C(=CC=CC2=C1)C(=O)N (S)-2-(4-(piperidin-3-yl)phenyl)-2H-indazole-7-carboxamide 4-methylbenzenesulfonate